3,3,3-trifluoropropan-1-one FC(CC=O)(F)F